O=C1C2=C(N=C(N1)C1(CC1)C1=CC=CC=C1)CCN(C2)C(=O)NC2=CC(=CC=C2)C(F)(F)F 4-Oxo-2-(1-phenylcyclopropyl)-N-(3-(trifluoromethyl)phenyl)-3,4,7,8-tetrahydropyrido[4,3-d]pyrimidine-6(5H)-carboxamide